1-(4-((5-(4-((tert-butyldimethylsilyl)oxy)phenyl)-1H-pyrazol-3-yl)amino)-3-methylphenyl)-3-methylurea [Si](C)(C)(C(C)(C)C)OC1=CC=C(C=C1)C1=CC(=NN1)NC1=C(C=C(C=C1)NC(=O)NC)C